C1=NCC2C1CC=C2 3,3a,6,6a-tetrahydrocyclopenta[c]pyrrol